FC1(CC1)C=1SC=2CN(CCC2N1)C1=NC=2N(C(=C1C)C)C(N(N2)C)=O 7-(2-(1-fluorocyclopropyl)-6,7-dihydrothiazolo[5,4-c]pyridin-5(4H)-yl)-2,5,6-trimethyl-[1,2,4]triazolo[4,3-a]pyrimidin-3(2H)-one